3-(3-(2-(diphenylmethylene)hydrazineyl)-2-methoxyphenyl)-1-methyl-1H-1,2,4-triazole C1(=CC=CC=C1)C(=NNC=1C(=C(C=CC1)C1=NN(C=N1)C)OC)C1=CC=CC=C1